C(C)(C)C=1C=2N(N=CC1C(=O)OCC)C(=C(N2)C)C2=CCC(CC2)C(F)(F)F ethyl 8-isopropyl-2-methyl-3-[4-(trifluoromethyl)cyclohex-1-en-1-yl]imidazo[1,2-b]pyridazine-7-carboxylate